2-cyanopyridin-4-ylboronic acid C(#N)C1=NC=CC(=C1)B(O)O